2-((2,5-difluorophenyl)(1-ethynylcyclopropyl)methyl)-2H-indazole FC1=C(C=C(C=C1)F)C(N1N=C2C=CC=CC2=C1)C1(CC1)C#C